[K].O1NC=CC=C1 oxazine Potassium